3-Methylsulfonyl-5-(1,1,2,2-tetrafluoroethoxy)benzoic acid CS(=O)(=O)C=1C=C(C(=O)O)C=C(C1)OC(C(F)F)(F)F